O=C1NC(CCC1NC1=CC(=C(C=C1)N1CCN(CC1)CCCCC(=O)O)F)=O 5-(4-(4-((2,6-dioxopiperidin-3-yl)amino)-2-fluorophenyl)piperazin-1-yl)pentanoic acid